BrC=1C(=CC(=NC1)C1(COC1)C#N)CO[Si](C)(C)C(C)(C)C 3-(5-bromo-4-(((tert-butyldimethylsilyl)oxy)methyl)pyridin-2-yl)oxetan-3-carbonitrile